C(C)(C)(C)OC(=O)N1CCC2(CC1)C(N(C1=CC(=CC=C12)C1=CC2=C(C(=N1)Cl)N(C=N2)C(C)C)C2CC(C2)N2CCCCC2)=O 6-(4-chloro-3-isopropyl-3H-imidazo[4,5-c]pyridin-6-yl)-2-oxo-1-((1s,3s)-3-(piperidin-1-yl)cyclobutyl)spiro[indoline-3,4'-piperidine]-1'-carboxylic acid tert-butyl ester